N-(3-(2'-fluoro-[1,1'-biphenyl]-4-yl)propyl)-2-(1H-imidazol-1-yl)acetamide FC1=C(C=CC=C1)C1=CC=C(C=C1)CCCNC(CN1C=NC=C1)=O